O1CCOC12CC=C(CC2)C2=C(CNCCC1(CCOC3(CC=CC3)C1)C1=NC=CC=C1)C=CC=C2 N-(2-(1,4-dioxaspiro[4.5]dec-7-en-8-yl)benzyl)-2-(9-(pyridin-2-yl)-6-oxaspiro[4.5]dec-2-en-9-yl)ethylamine